C=C1CC(C1)(C=1C=C(N)C=CC1)C1=NN=CN1C 3-(3-methyl-1-yl-(4-methyl-4H-1,2,4-triazol-3-yl)cyclobutyl)aniline